C(CCC)C1(CS(C2=C(N(C1)C1=CC=CC=C1)C=C(C(=C2)OCC(=O)O)N(C)C)(=O)=O)CCCC 2-((3,3-dibutyl-7-(dimethylamino)-1,1-dioxido-5-phenyl-2,3,4,5-tetrahydro-1,5-benzothiazepin-8-yl)oxy)acetic acid